N-((S)-(7-((R)-Cyclopropyl(4,4,4-trifluorobutanamido)methyl)imidazo[1,2-b]pyridazin-2-yl)(4,4-difluorocyclohexyl)methyl)-1-((R*)-1,1,1-trifluoropropan-2-yl)-1H-pyrazole-5-carboxamide C1(CC1)[C@H](C1=CC=2N(N=C1)C=C(N2)[C@@H](NC(=O)C2=CC=NN2[C@@H](C(F)(F)F)C)C2CCC(CC2)(F)F)NC(CCC(F)(F)F)=O |o1:22|